3,5-Dimethoxybenzeneboronic acid COC=1C=C(C=C(C1)OC)B(O)O